3-[[4-hydroxy-1-[(3R,4R)-1-[2-(6-methoxy-3-pyridinyl)-4-methyl-thiazole-5-carbonyl]-3-phenyl-piperidine-4-carbonyl]-4-piperidinyl]methyl]thieno[2,3-d]pyrimidin-4-one OC1(CCN(CC1)C(=O)[C@H]1[C@@H](CN(CC1)C(=O)C1=C(N=C(S1)C=1C=NC(=CC1)OC)C)C1=CC=CC=C1)CN1C=NC2=C(C1=O)C=CS2